COC1=C(CNC2=NC=CC3=C2CCC3N)C=CC(=C1)OC N1-(2,4-dimethoxybenzyl)-6,7-dihydro-5H-cyclopenta[c]pyridine-1,5-diamine